C(C)(=O)N1C[C@@H](N(C[C@H]1C1=CC(=CC(=C1)B1OC(C(O1)(C)C)(C)C)Cl)C(=O)OC(C)(C)C)COC tert-butyl (2R,5R)-4-acetyl-5-(3-chloro-5-(4,4,5,5-tetramethyl-1,3,2-dioxaborolan-2-yl)phenyl)-2-(methoxymethyl)piperazine-1-carboxylate